3-(3-morpholinophenyl)-3-(4-(4-(5,6,7,8-tetrahydro-1,8-naphthyridin-2-yl)butyl)thiazol-2-yl)propanoic acid O1CCN(CC1)C=1C=C(C=CC1)C(CC(=O)O)C=1SC=C(N1)CCCCC1=NC=2NCCCC2C=C1